ethyl-4-(4-methylpiperazin-1-yl)butanoat C(C)OC(CCCN1CCN(CC1)C)=O